CNC1(CC=C(C=C1)NC)B(O)O 1,4-dimethylaminophenyl-boronic acid